2-(6-(4-(4-(6-(2-(2,6-dioxopiperidin-3-yl)-1-oxoisoindolin-4-yl)hex-5-yn-1-yl)piperazin-1-yl)piperidin-1-yl)-1-oxoisoindolin-2-yl)-2-phenyl-N-(thiazol-2-yl)acetamide O=C1NC(CCC1N1C(C2=CC=CC(=C2C1)C#CCCCCN1CCN(CC1)C1CCN(CC1)C1=CC=C2CN(C(C2=C1)=O)C(C(=O)NC=1SC=CN1)C1=CC=CC=C1)=O)=O